N-(3-bromo-2,4-difluorophenyl)-6-chloro-2,3-dihydro-1-benzofuran-4-sulfonamide BrC=1C(=C(C=CC1F)NS(=O)(=O)C=1C=C(C=C2C1CCO2)Cl)F